C(CCCCCCC)(=O)N[C@H](CC(NC(C1=CC=CC=C1)(C1=CC=CC=C1)C1=CC=CC=C1)=O)C(=O)OC methyl N2-octanoyl-N4-trityl-D-asparaginate